FC=1C=C(C=CC1F)C=1C=C2C=NN(C2=C(C1)C(=O)N[C@@H](C)C1=CC=C(C(=O)O)C=C1)CC1=CC(=CC=C1)C(F)(F)F (S)-4-(1-(5-(3,4-difluorophenyl)-1-(3-(trifluoromethyl)benzyl)-1H-indazole-7-carboxamido)ethyl)benzoic acid